9-(((tetrahydro-2H-pyran-4-yl)methyl)amino)heptadecanedioic acid 1-(heptadecane-9-yl) 17-(undec-3-yl) ester CCC(CCCCCCCC)OC(CCCCCCCC(CCCCCCCC(=O)OC(CCCCCCCC)CCCCCCCC)NCC1CCOCC1)=O